1,1-dimethylethyl 3-butenoate C(CC=C)(=O)OC(C)(C)C